FCSC1=CC=CC=C1 phenyl (fluoromethyl) sulfide